C(C1=CC=CC=C1)OC=1C=C(C(=O)OCC)C=CC1Br ethyl 3-(benzyloxy)-4-bromobenzoate